C(C[C@@H](C)O)O (3R)-butane-1,3-diol